1,3,5-tri(4-bromobenzoyl)benzene BrC1=CC=C(C(=O)C2=CC(=CC(=C2)C(C2=CC=C(C=C2)Br)=O)C(C2=CC=C(C=C2)Br)=O)C=C1